7-chloro-2'-methyl-6'-(1-(2-(methylsulfonyl)ethyl)-1H-pyrazol-4-yl)spiro[isochroman-1,4'-piperidin]-8-ol ClC1=CC=C2CCOC3(CC(NC(C3)C=3C=NN(C3)CCS(=O)(=O)C)C)C2=C1O